C(C)(C)(C)OC(N(C)CC1=C(SC=2N(C(N(C(C21)=O)C=2N=NC(=CC2)OC)=O)CC2=C(C=CC=C2C(F)(F)F)F)Br)=O N-[(6-bromo-1-{[2-fluoro-6-(trifluoromethyl)phenyl]methyl}-3-(6-methoxypyridazin-3-yl)-2,4-dioxothieno[2,3-d]pyrimidin-5-yl)methyl]-N-methylcarbamic acid tert-butyl ester